(5S,7S)-7-fluoro-2-[(S)-fluoromethylsulfinyl]-5-phenyl-6,7-dihydro-5H-pyrrolo[1,2-b][1,2,4]triazole F[C@H]1C[C@H](N2N=C(N=C21)[S@](=O)CF)C2=CC=CC=C2